N-(trifluoromethylsulfonyl)succinimide FC(S(=O)(=O)N1C(CCC1=O)=O)(F)F